N,N-dimethyl-2-[(2R)-2-methylmorpholin-4-yl]-4-oxochromene-6-carboxamide CN(C(=O)C=1C=C2C(C=C(OC2=CC1)N1C[C@H](OCC1)C)=O)C